C(C)OC1=C(C=CC=C1)C(\C=C\C1=CC(=C(C=C1)OC)O)=O (E)-1-(2-Ethoxyphenyl)-3-(3-hydroxy-4-methoxyphenyl)prop-2-en-1-one